C12C(CC(CC1)C2)CC(=O)NC2=C(C=C(C=C2C)N2CCOCC2)C 2-Bicyclo[2.2.1]hept-2-yl-N-(2,6-dimethyl-4-morpholin-4-yl-phenyl)-acetamide